C(C1=CC=CC=C1)(=O)NN=C(C1=C(C=CC=C1)C(=O)O)CC1=CC(=C(C=C1)F)C#N (3-cyano-4-fluorobenzyl)-(2-carboxyphenyl)-methanone benzoyl hydrazone